The molecule is a 3-oxo monocarboxylic acid that is butanoic acid in which the hydrogens at position 2 are replaced by an acetyl and a hydroxy group (the S enantiomer). It is a 3-oxo monocarboxylic acid, a hydroxy monocarboxylic acid and a tertiary alpha-hydroxy ketone. It derives from a butyric acid. It is a conjugate acid of a (S)-2-acetyl-2-hydroxybutanoate. CC[C@](C(=O)C)(C(=O)O)O